2-(((1r,4r)-4-(((4-chlorophenyl)(3-fluorophenyl)carbamoyloxy)methyl)cyclohexyl)methoxy)acetic acid ClC1=CC=C(C=C1)N(C(=O)OCC1CCC(CC1)COCC(=O)O)C1=CC(=CC=C1)F